C1(CC1)C(=O)N1[C@H]2CN([C@H](C1)C2)C2=NC(=NC=C2C#N)C=2C=NN(C2)C 4-[(1S,4R)-5-(cyclopropylcarbonyl)-2,5-diazabicyclo[2.2.1]hept-2-yl]-2-(1-methyl-1H-pyrazol-4-yl)pyrimidine-5-carbonitrile